CC(CCCOC1=CC=C(C=C1)O)(C)C 4-((4,4-dimethylpentyl)oxy)phenol